O=C(CC1OC(C2=C(S1)C=CC=C2)=O)C2=CC=C(C=C2)C 2-(2-oxo-2-(p-tolyl)ethyl)-4H-benzo[d][1,3]oxathiin-4-one